[Pd].[Pd].C(C1=CC=CC=C1)=CC(=O)C=CC1=CC=CC=C1.C(C1=CC=CC=C1)=CC(=O)C=CC1=CC=CC=C1.C(C1=CC=CC=C1)=CC(=O)C=CC1=CC=CC=C1 tris(dibenzylideneacetone) di-palladium(0)